C(C=C)(=O)OC(CCCCCCC)CCCCCCCCCCCCC tridecyloctyl acrylate